4'-((2-butyl-4-methyl-6-oxo-5-(2-oxo-2-(piperazin-1-yl)ethyl)pyrimidin-1(6H)-yl)methyl)-N-(4,5-dimethylisoxazol-3-yl)-2'-(ethoxymethyl)-[1,1'-biphenyl]-2-sulfonamide C(CCC)C=1N(C(C(=C(N1)C)CC(N1CCNCC1)=O)=O)CC1=CC(=C(C=C1)C=1C(=CC=CC1)S(=O)(=O)NC1=NOC(=C1C)C)COCC